C(C)(C)(C)OC(=O)N1[C@@H](C=CC1)C(=O)OC(C)(C)C (2S)-2,5-dihydropyrrole-1,2-dicarboxylic acid 1,2-di-tert-butyl ester